5-methoxy-7-(1-methyl-1H-pyrazol-4-yl)quinoline COC1=C2C=CC=NC2=CC(=C1)C=1C=NN(C1)C